CC1(C(N(C=C(C1)C(=O)N[C@@H]1[C@H](C1)C)C(C)C1=NC=CC=C1)=O)C(=O)N 3-methyl-N5-((1s,2s)-2-methylcyclopropyl)-2-oxo-1-(1-(pyridin-2-yl)ethyl)-1,2-dihydropyridine-3,5-dicarboxamide